CC1=C(C(=CC=C1)C)NC(CCC)=O N-(2,6-dimethylphenyl)butanamide